C(CCCCC)(=O)OC(C)N1C(C=CC2=CC=C(C=C12)OCCCCN1CCN(CC1)C1=CC=CC=2SC=CC21)=O 1-(7-(4-(4-(benzo[b]thiophen-4-yl)piperazin-1-yl)butoxy)-2-oxoquinolin-1(2H)-yl)ethyl hexanoate